FC=1C=C(C=CC1)C=1C=C2C(=NC1)C=NN2 6-(3-fluorophenyl)pyrazolo[4,3-b]pyridin